benzyl ((2R,3R)-3-(2-oxabicyclo[2.2.2]octan-4-ylmethoxy)-1-(piperidin-4-yloxy)butan-2-yl)carbamate C12OCC(CC1)(CC2)CO[C@@H]([C@@H](COC2CCNCC2)NC(OCC2=CC=CC=C2)=O)C